BrC=1C=CC(=NC1)C(C)(F)F 5-bromo-2-(1,1-difluoroethyl)pyridine